N-lauroyl-glutamate C(CCCCCCCCCCC)(=O)N[C@@H](CCC(=O)[O-])C(=O)[O-]